N1CCOCC1.P(=O)(OCCCCCCCC)(OCCCCCCCC)O dioctyl phosphate morpholine salt